C1(=CC=CC=C1)C1(CC=C(C=C1)N)N 4-phenylbenzene-1,4-diamine